C(C1=CC=CC=C1)OC(=O)NCCNC=1C=C(C=CC1)C[C@H](C(=O)OC(C)(C)C)[C@@H]1CN(CC1)C(=O)OC(C)(C)C tert-butyl (3R)-3-[(2S)-3-{3-[(2-{[(benzyloxy)carbonyl]amino}ethyl)amino]phenyl}-1-(tert-butoxy)-1-oxopropane-2-yl]pyrrolidine-1-carboxylate